(racemic)-(1r,4r)-4-(3-chloro-4-(9-(5-chloro-2-methoxybenzyl)-6-(1-methylcyclopropoxy)-9H-purin-8-yl)phenoxy)cyclohexane-1-carboxylic acid ClC=1C=C(OC2CCC(CC2)C(=O)O)C=CC1C=1N(C2=NC=NC(=C2N1)OC1(CC1)C)CC1=C(C=CC(=C1)Cl)OC